N-(4,4-difluorocyclohexyl)-5-(3-fluoro-5-methylphenyl)pyridine-3-carboxamide FC1(CCC(CC1)NC(=O)C=1C=NC=C(C1)C1=CC(=CC(=C1)C)F)F